2-(2,6-dioxopiperidin-3-yl)-5-(2-((4-(5-((1r,3r)-3-((5-(5-methyl-5H-pyrido[4,3-b]indol-7-yl)pyridin-2-yl)oxy)cyclobutoxy)pyridin-2-yl)but-3-yn-2-yl)oxy)ethoxy)isoindoline-1,3-dione O=C1NC(CCC1N1C(C2=CC=C(C=C2C1=O)OCCOC(C)C#CC1=NC=C(C=C1)OC1CC(C1)OC1=NC=C(C=C1)C=1C=CC=2C3=C(N(C2C1)C)C=CN=C3)=O)=O